(E)-2,4,7-trimethyl-4-(2-methyl-5-(trifluoromethyl)phenyl)octa-2,6-dienal C/C(/C=O)=C\C(CC=C(C)C)(C1=C(C=CC(=C1)C(F)(F)F)C)C